(M)-5-amino-3-cyano-1-ethyl-4-(3-hydroxy-2,4-dimethylphenyl)-1H-pyrrolo[2,3-b]pyridine-6-carboxamide NC=1C(=C2C(=NC1C(=O)N)N(C=C2C#N)CC)C2=C(C(=C(C=C2)C)O)C